5-(bromomethyl)-N,N,2-trimethyl-benzenesulfonamide BrCC=1C=CC(=C(C1)S(=O)(=O)N(C)C)C